ClC=1C=CC(=C2C(=C(C(=NC12)S(=O)CC1=NOC(=C1)C)C(C(C)C)=O)O)S(=O)(=O)C 1-(8-chloro-4-hydroxy-2-(((5-methylisoxazol-3-yl)methyl)sulfinyl)-5-(methylsulfonyl)quinolin-3-yl)-2-methylpropan-1-one